BrC=1C=C(C=CC1F)C(CB(O)O)C1=CC(=CC(=C1)F)F (2-(3-bromo-4-fluorophenyl)-2-(3,5-difluorophenyl)ethyl)boronic acid